dodecanediamide C(CCCCCCCCCCC(=O)N)(=O)N